4-amino-1,6-dimethylpyridin-2(1H)-one NC1=CC(N(C(=C1)C)C)=O